N[C@H](C(=O)O)CCC1=CC(=CC=C1)C(F)(F)F (2S)-2-amino-4-[3-(trifluoro-methyl)phenyl]butanoic acid